N-(5-(7-amino-1,6-naphthyridin-3-yl)-6-methylpyridin-3-yl)-4-(2-cyanoprop-2-yl)picolinamide NC1=NC=C2C=C(C=NC2=C1)C=1C=C(C=NC1C)NC(C1=NC=CC(=C1)C(C)(C)C#N)=O